3-oxo-2,3,5,6,7,8-hexahydroimidazo[1,5-a]pyridine-1-carboxylic acid O=C1NC(=C2N1CCCC2)C(=O)O